tert-butyl (2-(1-(2-((2-(2,6-dioxopiperidin-3-yl)-1,3-dioxoisoindolin-4-yl)oxy)acetyl)piperidin-4-yl)ethyl)carbamate O=C1NC(CCC1N1C(C2=CC=CC(=C2C1=O)OCC(=O)N1CCC(CC1)CCNC(OC(C)(C)C)=O)=O)=O